FC=1C=C(C=CC1)C1=CC(=C(N=N1)C#N)C 6-(3-fluorophenyl)-4-methylpyridazine-3-carbonitrile